3-Benzodioxol-4-ylmethyl-[(6-pyrrolidin-1-yl-3-pyridinyl)methyl]ammonium chloride [Cl-].O1COC2=C1C=CC=C2CC2(CN=C(C=C2)N2CCCC2)C[NH3+]